6-[(14S)-8-tert-butyl-12,12-dimethyl-2,2,4-trioxo-2λ6-thia-3,9,11,18,23-pentaazatetracyclo[17.3.1.111,14.05,10]tetracosa-1(23),5(10),6,8,19,21-hexaen-17-yl]pyridine-3-carbaldehyde C(C)(C)(C)C=1C=CC=2C(NS(C=3C=CC=C(NC(CC[C@H]4CC(N(C2N1)C4)(C)C)C4=CC=C(C=N4)C=O)N3)(=O)=O)=O